Sodium [3,5-bis(trifluoromethyl) phenyl] borate B(OC1=CC(=CC(=C1)C(F)(F)F)C(F)(F)F)([O-])[O-].[Na+].[Na+]